C(C)(C)(C)C=1C=C(C2=C(N=C(O2)C2=CC=CC=C2)C1)C(C)C1=CC=CC=C1 5-(tert-butyl)-2-phenyl-7-(1-phenylethyl)benzoxazole